5-((6-chloro-5-(4'-((4-(2-(2-hydroxyethoxy)ethyl)piperazin-1-yl)methyl)-[1,1'-biphenyl]-4-yl)-1H-imidazo[4,5-b]pyridin-2-yl)oxy)-2-methylbenzoic acid ClC=1C=C2C(=NC1C1=CC=C(C=C1)C1=CC=C(C=C1)CN1CCN(CC1)CCOCCO)N=C(N2)OC=2C=CC(=C(C(=O)O)C2)C